trimethylbenzoylphenylphosphite CC1=C(C(=C(C=C1)P([O-])([O-])([O-])C(C1=CC=CC=C1)=O)C)C